C(C)(C)(C)OC(=O)N1C(C2(CC1)CC=CCC2)C2=C(C1=C(N=CN=C1N)N2C)C2=CC=C(C=C2)OC2=NC=CC=N2 (4-amino-7-methyl-5-(4-(pyrimidin-2-yloxy)phenyl)-7H-pyrrolo[2,3-d]pyrimidin-6-yl)-2-azaspiro[4.5]dec-7-ene-2-carboxylic acid tert-butyl ester